CN(C)C[C@@H]1[C@@H]([C@@H]2CN(C[C@H]([C@H](CN12)O)O)C(=O)NC1=CC=C(C=C1)OC)C1=CC=C(C=C1)C#C (3S,4R,8R,9S,10S)-10-[(dimethylamino)methyl]-9-(4-ethynylphenyl)-3,4-dihydroxy-N-(4-methoxyphenyl)-1,6-diazabicyclo[6.2.0]decane-6-carboxamide